C12C(CC(CC1)CC2)C#N bicyclo[2.2.2]octane-2-carbonitrile